C(\C=C\C)(=O)NC1CC(NC(C1)(C)C)(C)C 4-crotonylamino-2,2,6,6-tetramethylpiperidine